Cl.Cl.N1N=CC(=C1)C=1C=C(C(=NC1)C1=CC2=C(N=N1)N(C=C2)C2CC(NC(C2)(C)C)(C)C)O 5-(1H-Pyrazol-4-yl)-2-[7-(2,2,6,6-tetramethylpiperidin-4-yl)-7H-pyrrolo[2,3-c]pyridazin-3-yl]pyridin-3-ol-Dihydrochlorid